(E)-N-(6-methoxy-2,4-dimethylpyridin-3-yl)-3-(3-methyl-1H-indazol-6-yl)acrylamide 3-fluoropropyl-trifluoromethanesulfonate FCCCOS(=O)(=O)C(F)(F)F.COC1=CC(=C(C(=N1)C)NC(\C=C\C1=CC=C2C(=NNC2=C1)C)=O)C